Ethyl 2-(5-((tert-butoxycarbonyl)(11-(1,3-dioxoisoindolin-2-yl)undecyl)amino)-2-oxopyridin-1(2H)-yl)acetate C(C)(C)(C)OC(=O)N(C=1C=CC(N(C1)CC(=O)OCC)=O)CCCCCCCCCCCN1C(C2=CC=CC=C2C1=O)=O